NCCC1=CC=C(NC(CCCC=2N=C(C3=C(N2)N(C=C3)C(=O)N)N(C)[C@H]3CN(CC[C@H]3C)C(CC#N)=O)=O)C=C1 [4-[4-(2-aminoethyl)anilino]-4-oxo-butyl]-4-[[(3R,4R)-1-(2-cyanoacetyl)-4-methyl-3-piperidinyl]-methyl-amino]pyrrolo[2,3-d]pyrimidine-7-carboxamide